C(C1=CC=CC=C1)OC=1C(=CC(=NC1)OCC1=CC=C(C=C1)OC)I 5-(benzyloxy)-4-iodo-2-((4-methoxybenzyl)oxy)pyridine